[Li].N1CCC2CCCCC12 octahydroindole lithium